2-((3R,7R)-2-(3,4-Dichlorobenzoyl)-3,7-dimethyl-10-oxo-1,2,3,4,7,8-hexahydropyrido[4',3':3,4]pyrazolo[1,5-a]pyrazin-9(10H)-yl)-2-(4-(difluoromethoxy)phenyl)acetic acid ClC=1C=C(C(=O)N2CC=3C(=NN4C3C(N(C[C@H]4C)C(C(=O)O)C4=CC=C(C=C4)OC(F)F)=O)C[C@H]2C)C=CC1Cl